(S)-4-((R)-1-(4-methoxyphenyl)ethylamino)-2-oxa-8-azaspiro[4.5]Decane-8-carboxylic acid tert-butyl ester C(C)(C)(C)OC(=O)N1CCC2([C@@H](COC2)N[C@H](C)C2=CC=C(C=C2)OC)CC1